ClC1=NC(=CC(=C1)C(C=1N=CC(=NC1)C(=O)NCCN1CCOCC1)(F)F)N1CCN(CC1)S(=O)(=O)C1=CC=C(C=C1)N1C(C[C@H](C1)N)=O 5-[[2-chloro-6-[4-[4-[(4R)-4-amino-2-oxo-pyrrolidin-1-yl]phenyl]sulfonylpiperazin-1-yl]-4-pyridinyl]-difluoro-methyl]-N-(2-morpholinoethyl)pyrazine-2-carboxamide